tert-Butyl 4-benzyl-3-(1-hydroxy-2-phenyl-ethyl)piperazine-1-carboxylate C(C1=CC=CC=C1)N1C(CN(CC1)C(=O)OC(C)(C)C)C(CC1=CC=CC=C1)O